{3-[5-({[(benzyloxy)carbonyl]amino}methyl)-1-oxo-2,3-dihydro-1H-isoindol-2-yl]-2,6-dioxopiperidin-1-yl}methyl 2,2-dimethylpropanoate CC(C(=O)OCN1C(C(CCC1=O)N1C(C2=CC=C(C=C2C1)CNC(=O)OCC1=CC=CC=C1)=O)=O)(C)C